[Br-].C(CCC)N1C=[N+](C=C1)C 1-n-Butyl-3-methylimidazolium bromide